O=C(C(=O)N1C(C2C(C1)CCC2)C(=O)N)NC2=C(C=CC=C2)C 2-(2-oxo-2-(o-tolylamino)acetyl)octahydrocyclopenta[c]pyrrole-1-carboxamide